BrC=1C=C(C=CC1)[C@]1(C(N(CC1)C)=O)O (R,S)-3-(3-bromophenyl)-3-hydroxy-1-methylpyrrolidin-2-one